2-bromo-1-(1-methoxynaphthalen-2-yl)ethan-1-one BrCC(=O)C1=C(C2=CC=CC=C2C=C1)OC